C1=C(C=CC2=[O+]C3=CC=CC=C3C=C12)S(=O)(=O)[O-] xanthen-10-ium-2-sulfonat